1,2-diisopropyl-3-[bis(dimethylamino)methylene]guanidine C(C)(C)NC(=NC(C)C)N=C(N(C)C)N(C)C